(2S,4R)-N-[(1S)-1-[4-(2,6-difluorophenyl)phenyl]ethyl]-4-hydroxy-1-[(2R)-3-methyl-2-[3-(4-piperidylmethoxy)isoxazol-5-yl]butanoyl]pyrrolidine-2-carboxamide FC1=C(C(=CC=C1)F)C1=CC=C(C=C1)[C@H](C)NC(=O)[C@H]1N(C[C@@H](C1)O)C([C@H](C(C)C)C1=CC(=NO1)OCC1CCNCC1)=O